4-(4-(1-(4-(5-(difluoromethyl)-1,3,4-oxadiazol-2-yl)-2-fluorobenzyl)-1H-1,2,3-triazol-4-yl)pyridin-2-yl)piperazine-1-carboxylic acid tert-butyl ester C(C)(C)(C)OC(=O)N1CCN(CC1)C1=NC=CC(=C1)C=1N=NN(C1)CC1=C(C=C(C=C1)C=1OC(=NN1)C(F)F)F